phenyldimethoxysilicon C1(=CC=CC=C1)[Si](OC)OC